COC1=CC=C(C=C1)CNC1=NC=C2C=C(C=NC2=C1)C=1C(=CC(=NC1)C(CC)=O)C 1-[5-(7-{[(4-methoxyphenyl)methyl]amino}-1,6-naphthyridin-3-yl)-4-methylpyridin-2-yl]propan-1-one